C(C1=CC=CC=C1)N1C[C@@H](OC[C@@H]1C)CO [(2R,5S)-4-benzyl-5-methylmorpholin-2-yl]methanol